CC1=NN2C(CN(C3=C(C=CC=C23)NC2=C(N=NC(=C2)NC(=O)C2(CC2)F)C(=O)NC([2H])([2H])[2H])C)=N1 4-((2,5-dimethyl-4,5-dihydro-[1,2,4]triazolo[1,5-a]quinoxalin-6-yl)amino)-6-(1-fluorocyclopropane-1-carboxamido)-N-(methyl-d3)pyridazine-3-carboxamide